O=C(C(=O)O)CCC(=O)O.CC1=CC=C2N1C(N(N=C2)CC(=O)N[C@H]2CCCC1=CC=CC=C21)=O (S)-2-(6-methyl-4-oxopyrrolo[1,2-d][1,2,4]triazin-3(4H)yl)-N-(1,2,3,4-tetrahydronaphthalen-1-yl)acetamide 2-Ketoglutarate